(methoxy)-2-amino-6-methylnicotinic acid methyl ester COC(C1=C(N=C(C(=C1)OC)C)N)=O